(S)-2-amino-3-(4-dihydroxyboryl-3-methylphenyl)-2-methylpropanoic acid N[C@](C(=O)O)(CC1=CC(=C(C=C1)B(O)O)C)C